N-[1-[[2-chloro-5-(2-ethoxy-4-pyridyl)phenyl]methyl]-2-[4-(3-methylimidazol-4-yl)anilino]-2-oxo-ethyl]-2-methyl-pyrazole-3-carboxamide ClC1=C(C=C(C=C1)C1=CC(=NC=C1)OCC)CC(C(=O)NC1=CC=C(C=C1)C=1N(C=NC1)C)NC(=O)C=1N(N=CC1)C